neohexyl n-hexanoate C(CCCCC)(=O)OCCC(C)(C)C